ClC1=C2C(=CNC2=C(C=C1)N1CCC(CC1)C1=CC=C(C=C1)N1C[C@H](OCC1)CN1CCN(CC1)C=1C=C2CN(C(C2=CC1)=O)C1C(NC(CC1)=O)=O)C#N 4-Chloro-7-(4-{4-[(2R)-2-({4-[2-(2,6-dioxopiperidin-3-yl)-1-oxo-2,3-dihydro-1H-isoindol-5-yl]piperazin-1-yl}methyl)morpholin-4-yl]phenyl}piperidin-1-yl)-1H-indole-3-carbonitrile